N-(2-(7-chloro-2-(4-fluorophenyl)-5-methylpyrrolo[2,1-f][1,2,4]triazin-4-yl)-2-azaspiro[3.3]heptane-6-yl)-N-methylamino-sulfonic acid amide ClC1=CC(=C2C(=NC(=NN21)C2=CC=C(C=C2)F)N2CC1(C2)CC(C1)N(S(=O)=O)NC)C